5-(1-(but-3-yn-2-yl)-3-(trifluoromethyl)-1H-pyrazol-4-yl)-N-(3-chloro-4-(4-(piperidine-4-carbonyl)piperazine-1-carbonyl)phenyl)-1-methyl-1H-imidazole-2-carboxamide hydrochloride Cl.CC(C#C)N1N=C(C(=C1)C1=CN=C(N1C)C(=O)NC1=CC(=C(C=C1)C(=O)N1CCN(CC1)C(=O)C1CCNCC1)Cl)C(F)(F)F